N-((1R,3R)-3-hydroxy-3-methylcyclobutyl)acetamide OC1(CC(C1)NC(C)=O)C